(1R,2S,3S,4R,5S)-N-(3,4-dichlorophenyl)-5-hydroxy-3-(2-methylpyridin-4-yl)-7-oxabicyclo[2.2.1]heptane-2-carboxamide ClC=1C=C(C=CC1Cl)NC(=O)[C@@H]1[C@H]2C[C@@H]([C@@H]([C@@H]1C1=CC(=NC=C1)C)O2)O